methylethylhexanediamine CC(C(N)(N)CC)CCCC